CN(C1=CC=C(C=C1)C1=NOC(=N1)C=1C=C2C(CC(OC2=CC1)(CC)CC)=O)C 6-(3-(4-(dimethyl-amino)phenyl)-1,2,4-oxadiazol-5-yl)-2,2-diethylchroman-4-one